3-(4-cyclopropoxy-2-methoxypyridin-3-yl)-1-{[2-(trimethylsilyl)ethoxy]methyl}pyrrolo[2,3-b]pyridin-6-amine C1(CC1)OC1=C(C(=NC=C1)OC)C1=CN(C2=NC(=CC=C21)N)COCC[Si](C)(C)C